tetrafluorophenylalanine FC([C@](N(F)F)(C(=O)O)F)C1=CC=CC=C1